(S)-2-(3-(2-(3-fluoroazetidin-1-yl) ethyl)-4,5-dimethyl-6-oxopyridazin-1(6H)-yl)-4-methylpentanoate FC1CN(C1)CCC1=NN(C(C(=C1C)C)=O)[C@H](C(=O)[O-])CC(C)C